2,5,6-Trichloropyridine ClC1=NC(=C(C=C1)Cl)Cl